C(#N)C=1C=C(C=C2CC(CC12)C=O)NC([C@@H](C)N(C)C)=O (2R)-N-(7-cyano-2-formyl-indan-5-yl)-2-(dimethylamino)propanamide